5-adamantan-1-yl-N-(2,5-dihydroxybenzyl)-2,4-dihydroxy-benzoic acid amide C12(CC3CC(CC(C1)C3)C2)C=2C(=CC(=C(C(=O)NCC3=C(C=CC(=C3)O)O)C2)O)O